ICCCCCOC1=CC=C(C=C1)C1C(NC(CC1)=O)=O 3-(4-((5-iodopentyl)oxy)phenyl)piperidine-2,6-dione